FC(C1=NN=C(O1)C1=CC=C(CC2=NOC(=N2)C=2C=C(C=CC2)NC(=O)N2CCOCC2)C=C1)F N-(3-(3-(4-(5-(difluoromethyl)-1,3,4-oxadiazol-2-yl)benzyl)-1,2,4-oxadiazol-5-yl)phenyl)morpholine-4-carboxamide